tert-butyl 2-formyl-6-methyl-6,7-dihydropyrazolo[1,5-a]pyrazine-5(4H)-carboxylate C(=O)C1=NN2C(CN(C(C2)C)C(=O)OC(C)(C)C)=C1